1-((R)-1-(4-(8-chloroimidazo[1,2-a]pyrazin-6-yl)-5-methoxypyridin-2-yl)ethyl)-1-ethyl-3-(2-(4-hydroxybutyl)cyclopropyl)urea ClC=1C=2N(C=C(N1)C1=CC(=NC=C1OC)[C@@H](C)N(C(=O)NC1C(C1)CCCCO)CC)C=CN2